FC1(CN(CC1)C(=O)C=1C=C(C=NC1)C1=CC(=NC=C1)C=1NC(=C(N1)C)C)F 5-[(3,3-Difluoropyrrolidin-1-yl)carbonyl]-2'-(4,5-dimethyl-1H-imidazol-2-yl)-3,4'-bipyridine